C1(=CC=CC=C1)C(C=O)C (-)-cumenone